C1(=CC=CC=C1)/C=C/C(=O)OC1=C(C=CC(=C1)\C=C\C(=O)C1=C(C=C(C=C1)OC)O)O [2-Hydroxy-5-[(E)-3-(2-hydroxy-4-methoxyphenyl)-3-oxoprop-1-enyl]phenyl] (E)-3-phenylprop-2-enoate